(Z)-5-((tert-butyldiphenylsilyl)oxy)-2-hydroxy-4-oxopent-2-enoic acid ethyl ester C(C)OC(/C(=C/C(CO[Si](C1=CC=CC=C1)(C1=CC=CC=C1)C(C)(C)C)=O)/O)=O